(R)-(5-fluoro-2-(3-methoxy-6-methylquinolin-8-yl)-7,8-dihydrobenzofuro[5,4-d]thiazol-7-yl)methyl (2-methylpyrimidin-5-yl)carbamate CC1=NC=C(C=N1)NC(OC[C@@H]1OC2=C(C1)C1=C(N=C(S1)C=1C=C(C=C3C=C(C=NC13)OC)C)C=C2F)=O